BrCC=1C=CC(=NC1)C 5-(bromomethyl)-2-methylpyridine